[Ir].C1(=CC=CC=C1)C1=NC=CC=C1.C1(=CC=CC=C1)C1=NC=CC=C1.C1(=CC=CC=C1)C1=NC=CC=C1 (tris(2-phenylpyridine)) iridium